ClC=1C=C(C=CC1OC1CC1)[C@H]([C@@H](CN1CCCC1)NC(=O)[C@H]1CN(CC1)C1=CC=CC=C1)O (R)-N-((1R,2R)-1-(3-chloro-4-cyclopropoxyphenyl)-1-hydroxy-3-(pyrrolidin-1-yl)propan-2-yl)-1-phenylpyrrolidine-3-carboxamide